C(C)(C)(C)NC(=O)N1CCN(CC1)C1=NC2=CC=C(C=C2C=C1)NC(=S)NCCN(CC)CC N-(tert-butyl)-4-(6-(3-(2-(diethylamino)ethyl)thioureido)quinolin-2-yl)piperazine-1-carboxamide